(R)-2-(4-isopropyl-5-(8-methoxy-[1,2,4]triazolo[1,5-a]pyridin-6-yl)-1H-pyrazol-3-yl)-5-(2-methyl-4-((tetrahydro-2H-pyran-4-yl)methyl)piperazin-1-yl)thiazole C(C)(C)C=1C(=NNC1C=1C=C(C=2N(C1)N=CN2)OC)C=2SC(=CN2)N2[C@@H](CN(CC2)CC2CCOCC2)C